[N+](=O)([O-])C1=NC=CC(=C1)Br 2-nitro-4-bromopyridine